ClC1=C(C=CC=C1)C1=NC=2N(C(N(C(C2N1C1=CC=C(C=C1)Cl)=O)C)=O)CC1CCNCC1 8-(2-chlorophenyl)-7-(4-chlorophenyl)-1-methyl-3-[(piperidin-4-yl)methyl]-2,3,6,7-tetrahydro-1H-purine-2,6-dione